tert-butyl N-(6-(2-aminopyrimidin-5-yl)-3-(prop-1-yn-1-yl)imidazo[1,2-b]pyridazin-8-yl)-N-(4-methoxybenzyl)glycinate NC1=NC=C(C=N1)C=1C=C(C=2N(N1)C(=CN2)C#CC)N(CC(=O)OC(C)(C)C)CC2=CC=C(C=C2)OC